FC=1C=C2C(=C(/C(/C2=CC1)=C/C1=CC=C(C=C1)C(C(F)(F)F)C(F)(F)F)C)CC(=O)O 2-[(1Z)-5-fluoro-1-{[4-(1,1,1,3,3,3-hexafluoropropan-2-yl)phenyl]methylidene}-2-methyl-1H-inden-3-yl]acetic acid